N-(2-bromophenyl)thiopyridine-4-formamide BrC1=C(C=CC=C1)SNC(=O)C1=CC=NC=C1